COC1=CC=C(C=C1)C(OC[C@]12O[C@H]([C@H](N(C1)C1=NC=NC(=C1)N(C)C)[C@@H]2O)N2C(NC(C(=C2)C)=O)=O)(C2=CC=CC=C2)C2=CC=C(C=C2)OC 1-[(1R,3R,4R,7S)-1-[[bis(4-methoxyphenyl)-phenyl-methoxy]methyl]-5-[6-(dimethylamino)pyrimidin-4-yl]-7-hydroxy-2-oxa-5-azabicyclo[2.2.1]heptan-3-yl]-5-methyl-pyrimidine-2,4-dione